ClC1=C(C=2N(C=C1)C(=CN2)C(CC(C(=O)OCC)(O)C2CC2)=O)I ethyl 4-(7-chloro-8-iodoimidazo[1,2-a]pyridin-3-yl)-2-cyclopropyl-2-hydroxy-4-oxobutanoate